ClC1=CC=C2CC(N(C2=C1)CC(=O)N)=O 2-(6-chloro-2-oxo-2,3-dihydro-1H-indol-1-yl)acetamide